2-fluorobenzene-1,4-diamine FC1=C(C=CC(=C1)N)N